COC1=C(C=C(C=C1)C(=O)NCC=1C=NC=CC1)C(=O)NCC=1C=NC=CC1 4-methoxy-1-N,3-N-bis(pyridin-3-ylmethyl)benzene-1,3-dicarboxamide